BrC1=CC2=C(OCCN2C(=O)OCC2=CC=CC=C2)C=C1F benzyl 6-bromo-7-fluoro-2,3-dihydro-4H-benzo[b][1,4]oxazine-4-carboxylate